3-(4-((4-(aminomethyl)cyclohexyl)(2-cyclopropylethyl)amino)-1-oxoisoindolin-2-yl)piperidine-2,6-dione NCC1CCC(CC1)N(C1=C2CN(C(C2=CC=C1)=O)C1C(NC(CC1)=O)=O)CCC1CC1